dibutyltin bis(butyl acetoacetate) C(CCC)CC(CC(=O)[O-])=O.C(CCC)CC(CC(=O)[O-])=O.C(CCC)[Sn+2]CCCC